C(C(C)(C)C)(=O)O.S1C(C)(C)[C@H](C(=O)O)N2[C@H]1[C@H](N)C2=O 6-aminopenicillanic acid pivalate